NC1=C(C=C(C=2C(C3=CC=CC=C3C(C12)=O)=O)NC1=CC(=CC=C1)NC1=NC(=NC(=N1)Cl)Cl)S(=O)(=O)O 1-amino-4-[3-[(4,6-dichloro-1,3,5-triazin-2-yl)amino]anilino]-9,10-dioxoanthracene-2-sulfonic acid